3,5,7-trimethyladamantanol CC12CC3(CC(CC(C1)(C3)C)(C2)C)O